CCCCCCCCCCCCCCCC/C=C\\OC[C@H](COP(=O)(O)OCCNC(=O)CCCCCCCCCCCCCCC)O The molecule is a 1-[(Z)-alk-1-enyl]-sn-glycero-3-phospho-(N-acyl)ethanolamine in which the alk-1-enyl and N-acyl groups are specified as 1Z-octadecenyl and hexadecanoyl respectively. It derives from a hexadecanoic acid. It is a conjugate acid of a 1-(1Z-octadecenyl)-sn-glycero-3-phospho-(N-hexadecanoyl)ethanolamine(1-).